C(#C)C=1C=CC=C2C=CC=C(C12)C1=C(C=C2C(=NC(=NC2=C1F)OC[C@]12CCCN2C[C@@H](C1)F)N1C[C@@H](NCC1)CC#N)F 2-((2S)-4-(7-(8-ethynylnaphth-1-yl)-6,8-difluoro-2-(((2R,7aS)-2-fluorotetrahydro-1H-pyrrolizin-7a(5H)-yl)methoxy)quinazolin-4-yl)piperazin-2-yl)acetonitrile